NC1=C2C(=NC=N1)N(N=C2C2=NOC(=C2C2=NC=C(C=N2)CCOCCCCO)C2CC2)C(C)(C)C 4-[2-[2-[3-(4-amino-1-tert-butyl-pyrazolo[3,4-d]pyrimidin-3-yl)-5-cyclopropyl-isoxazol-4-yl]pyrimidin-5-yl]ethoxy]butan-1-ol